ClC=1N=CC=2N(C1)C(N(C2C(=O)OCC)C2=CC=C(C=C2)OC2CC2)=O ethyl 6-chloro-2-(4-cyclopropoxyphenyl)-3-oxoimidazo[1,5-a]pyrazine-1-carboxylate